2-(4'-((5-chloro-3H-spiro[furo[2,3-c]pyridine-2,4'-piperidin]-1'-yl)methyl)-2-Fluoro-[1,1'-biphenyl]-4-yl)-1,1,1,3,3,3-hexafluoropropan-2-ol ClC=1C=C2C(=CN1)OC1(CCN(CC1)CC1=CC=C(C=C1)C1=C(C=C(C=C1)C(C(F)(F)F)(C(F)(F)F)O)F)C2